3,3'-(2-(benzyloxy)propane-1,3-diyl)bis(bromobenzene) C(C1=CC=CC=C1)OC(CC=1C=C(C=CC1)Br)CC=1C=C(C=CC1)Br